3-(4-Chlorophenyl)-8-[(N,N-dimethylamino)methyl]-7-hydroxy-4H-chromen-4-one ClC1=CC=C(C=C1)C1=COC2=C(C(=CC=C2C1=O)O)CN(C)C